FC(S(=O)(=O)OC1=NC2=CC(=CC=C2N=C1)S(NC1(CC1)C)(=O)=O)(F)F 7-(N-(1-methylcyclopropyl)sulfamoyl)quinoxalin-2-yl trifluoromethanesulfonate